4-[[(3,4-dimethylpyrimido[4',5':4,5]thieno[2,3-c]pyridazin-8-yl)amino]methyl]-N-[(1R)-2,2,2-trifluoro-1-methyl-ethyl]benzamide CC1=C(C2=C(N=N1)SC1=C2N=CN=C1NCC1=CC=C(C(=O)N[C@@H](C(F)(F)F)C)C=C1)C